O=C1NC(CCC1NC(C1=CC=C(C=C1)C=O)=O)=O N-(2,6-dioxopiperidin-3-yl)-4-formylbenzamide